(3-(1-(4-methyl-4H-1,2,4-triazol-3-yl)propan-2-yl)phenyl)-2,3-dihydro-1H-pyrrolo[2,3-b]pyridine-1-carboxamide CN1C(=NN=C1)CC(C)C=1C=C(C=CC1)C1CC=2C(=NC=CC2)N1C(=O)N